N6-((azidoethoxy)-carbonyl)-L-lysine N(=[N+]=[N-])CCOC(=O)NCCCC[C@H](N)C(=O)O